6-(4-(difluoromethoxy)phenyl)-N'-(3,5-dimethoxybenzyl)pyrazine-2-carbohydrazide FC(OC1=CC=C(C=C1)C1=CN=CC(=N1)C(=O)NNCC1=CC(=CC(=C1)OC)OC)F